CCOC(=O)N1C=CN(C1=S)C The molecule is a member of the class of imidazoles that is methimazole in which the nitrogen bearing a hydrogen is converted into its ethoxycarbonyl derivative. A prodrug for methimazol, carbimazole is used for the treatment of hyperthyroidism. It has a role as a prodrug and an antithyroid drug. It is a carbamate ester and a member of 1,3-dihydroimidazole-2-thiones.